C(=O)C1=C(C=CC=C1O)C1=NN(C=C1)C=1C=C(C(=O)/N=C/2\NC3=C(N2CC(C)(C)O)C=C(C=C3)CN3CCN(CC3)C)C=CN1 (E)-2-(3-(2-formyl-3-hydroxyphenyl)-1H-pyrazol-1-yl)-N-(1-(2-hydroxy-2-methylpropyl)-6-((4-methylpiperazin-1-yl)methyl)-1,3-dihydro-2H-benzo[d]imidazol-2-ylidene)isonicotinamide